1-(4-fluoro-2-methyl-phenyl)-6-(1-methylcyclopropyl)-2-oxo-pyridine-3-carboxylic acid FC1=CC(=C(C=C1)N1C(C(=CC=C1C1(CC1)C)C(=O)O)=O)C